C(C)(C)(C)C=1O[C@@H]([C@@H](N1)C1=CC=CC=C1)C1=CC=CC=C1 (4S,5R)-2-tert-butyl-4,5-diphenyl-oxazoline